hydroxyethyl N-hydroxyethyl-2-aminopropionate OCCNC(C(=O)OCCO)C